C1([C@H](O)[C@@H](O)[C@H](O)[C@H](O1)CO)[C@]1(C(=C(C(=O)O1)O)O)[C@@H](O)CO glucopyranosyl-L-ascorbic acid